C(C1=CC=CC=C1)C1NCCC1 2-Benzyl-pyrrolidine